C(C)OCC=1NC(=NN1)C=1C(=CC(=C(C(=O)N2CCC(CC2)(F)C2=C(C#N)C=CC=C2)C1)C)CC (1-(5-(5-(ethoxymethyl)-4H-1,2,4-triazol-3-yl)-4-ethyl-2-methylbenzoyl)-4-fluoropiperidin-4-yl)benzonitrile